CC1=C(CNC2=NC=NC=C2C(=O)N)C=CC=C1 4-[(2-methylbenzyl)amino]pyrimidin-5-carboxamide